N1=CC=C(C=C1)C1=NN(C(=N1)N1C(CC(CC1)C(F)(F)F)=O)COCC[Si](C)(C)C 1-(3-(pyridin-4-yl)-1-((2-(trimethylsilyl)ethoxy)methyl)-1H-1,2,4-triazol-5-yl)-4-(trifluoromethyl)piperidin-2-one